tert-butyl 5-(5-chloro-6-cyanopyridin-3-yl)-2,5-diazabicyclo[2.2.1]heptane-2-carboxylate ClC=1C=C(C=NC1C#N)N1C2CN(C(C1)C2)C(=O)OC(C)(C)C